NC(CNC(=O)C1CC(C1)C1=C(NC2=C(C=C(C=C12)F)F)C1=C(C(=C(C(=C1[2H])[2H])F)[2H])[2H])=O (1r,3r)-N-(2-Amino-2-oxoethyl)-3-(5,7-difluoro-2-(4-fluorophenyl-2,3,5,6-d4)-1H-indol-3-yl)cyclobutane-1-carboxamide